(S)-3-chloro-8,9,9a,10-tetrahydropyrimido[6',1':2,3]imidazo[1,5-c][1,3]oxazin-1(6H)-one ClC1=NC(N2C(N3COCC[C@H]3C2)=C1)=O